C[Si](CCOCN1N=C2C=CC=CC2=C1)(C)C 2-((2-(trimethylsilyl)ethoxy)methyl)-2H-indazole